Mono-p-Toluenesulfonate Monohydrate O.CC1=CC=C(C=C1)S(=O)(=O)O